tert-butyl (3R,4R)-4-(((7-((4-(1H-pyrrol-1-yl) benzyl) (tert-butoxycarbonyl) amino)-3-cyclopropylpyrazolo[1,5-a]pyrimidin-5-yl) amino) methyl)-3-hydroxypiperidine-1-carboxylate N1(C=CC=C1)C1=CC=C(CN(C2=CC(=NC=3N2N=CC3C3CC3)NC[C@@H]3[C@H](CN(CC3)C(=O)OC(C)(C)C)O)C(=O)OC(C)(C)C)C=C1